CC1(OCCO1)C=1C=C(C=CC1)[Na] (3-(2-methyl-1,3-dioxolane-2-yl)phenyl)sodium